5-(prop-1-yn-1-yl)pyrimidin-4(3H)-one C(#CC)C=1C(NC=NC1)=O